2-(ethylsulfonyl)-1-(4-methyl-5-(nonafluorobutyl)-4H-1,2,4-triazol-3-yl)ethan-1-one C(C)S(=O)(=O)CC(=O)C1=NN=C(N1C)C(C(C(C(F)(F)F)(F)F)(F)F)(F)F